ClC1(C2NCCCOC12)Cl 8,8-dichloro-2-oxa-6-azabicyclo[5.1.0]octan